5-(5-chloro-2-methoxypyridin-4-yl)-1H-pyrazole ClC=1C(=CC(=NC1)OC)C1=CC=NN1